CN1N=CC=2C1=NC(=CN2)N[C@@H](C)C=2C=C(C=CC2)NC(C2=CN=C(C=C2)C(F)(F)F)=O (S)-N-(3-(1-((1-methyl-1H-pyrazolo[3,4-b]pyrazin-6-yl)amino)ethyl)phenyl)-6-(trifluoromethyl)nicotinamide